C(C1=CC=CC=C1)OC(C(=O)O)CC1=CC(=CC=C1CC1NCCC2=CC(=C(C=C12)OCC1=CC=CC=C1)OC([2H])([2H])[2H])OC.COP(=O)(OC)OC.CS(=O)C dimethyl sulfoxide (trimethyl)phosphate (Benzyloxy)-6-((7-(benzyloxy)-6-(methoxy-d3)-1,2,3,4-tetrahydroisoquinolin-1-yl)methyl)-3-methoxybenzyl-acetate